2-(8-fluoro-4-oxo-benzo[d][1,2,3]triazin-3(4H)-yl)acetic acid FC1=CC=CC2=C1N=NN(C2=O)CC(=O)O